2-methoxy-1-(6-(2-methyl-2H-pyrazolo[3,4-b]pyridin-5-yl)thieno[2,3-b]pyridin-2-yl)ethanol COCC(O)C1=CC=2C(=NC(=CC2)C2=CC=3C(N=C2)=NN(C3)C)S1